ClC1=CC(=C(C=C1)C1=NC(=CC=2N=C(N(C(C21)=O)C)C)N2C[C@@H](O[C@H](C2)C=2C=NN(C2)C)C)F 5-(4-chloro-2-fluorophenyl)-2,3-dimethyl-7-((2S,6S)-2-methyl-6-(1-methyl-1H-pyrazol-4-yl)-4-morpholinyl)pyrido[4,3-d]pyrimidin-4(3H)-one